6-(2-cyclopent-3-en-1-yl-8-fluoro-imidazo[1,2-a]pyridin-6-yl)-2,8-dimethyl-imidazo[1,2-b]pyridazine C1(CC=CC1)C=1N=C2N(C=C(C=C2F)C=2C=C(C=3N(N2)C=C(N3)C)C)C1